C(C1=CC=CC=C1)C=1N=C(SC1)C1=CN(C=2N=C(N=CC21)Cl)[C@H]2[C@@H]([C@@H]([C@H](C2)C2CN(CCC2)CCC2=CC=CC=C2)O)O (1R,2S,3R,5R)-3-(5-(4-benzylthiazol-2-yl)-2-chloro-7H-pyrrolo[2,3-d]pyrimidin-7-yl)-5-(1-phenethylpiperidin-3-yl)cyclopentane-1,2-diol